2-(3,4-dichloro-6-oxopyridazin-1(6H)-yl)-N-(3-(N,N-dimethylsulfamoyl)-4-methylphenyl)propanamide ClC1=NN(C(C=C1Cl)=O)C(C(=O)NC1=CC(=C(C=C1)C)S(N(C)C)(=O)=O)C